2-(2-nitrophenyl)-ethan-2-ol [N+](=O)([O-])C1=C(C=CC=C1)C(C)O